CC1=C(OCC(=O)N(C2CSCC2)C2=CC=CC=C2)C=CC=C1 2-(2-methylphenoxy)-N-phenyl-N-tetrahydrothiophen-3-yl-acetamide